The molecule is a 1-pyrroline-3-hydroxy-5-carboxylic acid. It has a role as a human metabolite. It derives from a (S)-1-pyrroline-5-carboxylic acid. It is a conjugate acid of a (3R,5S)-1-pyrroline-3-hydroxy-5-carboxylate. It is an enantiomer of a (3S,5R)-1-pyrroline-3-hydroxy-5-carboxylic acid. C1[C@H](C=N[C@@H]1C(=O)O)O